6-(4-[2-[(2S,6S)-6-([[6-oxo-5-(trifluoromethyl)-1,6-dihydropyridazin-4-yl]oxy]methyl)oxan-2-yl]acetyl]piperazin-1-yl)pyridine-3-carbonitrile O=C1C(=C(C=NN1)OC[C@@H]1CCC[C@H](O1)CC(=O)N1CCN(CC1)C1=CC=C(C=N1)C#N)C(F)(F)F